5-Methyl-N-(4-(pyridin-2-yl)benzyl)thiazole-2-carboxamide CC1=CN=C(S1)C(=O)NCC1=CC=C(C=C1)C1=NC=CC=C1